1-(1-(4-nitrophenyl)piperidin-4-yl)piperazine [N+](=O)([O-])C1=CC=C(C=C1)N1CCC(CC1)N1CCNCC1